OC1(CCN(CC1)C1=C(C(N(C2=CC=CC=C12)C)=O)C#N)C1=C(C=CC=C1)OC 4-[4-hydroxy-4-(2-methoxyphenyl)piperidin-1-yl]-1-methyl-2-oxo-1,2-dihydroquinoline-3-carbonitrile